C(C)(C)C=1C(=NNC1C=1C=C(C=2N(C1)N=CN2)OC)C2=NC=C(C=C2)N2CCNCC2 6-(4-isopropyl-3-(5-(piperazin-1-yl)pyridin-2-yl)-1H-pyrazol-5-yl)-8-methoxy-[1,2,4]Triazolo[1,5-a]Pyridine